C(\C=C/C)O cis-2-butene-1-ol